4-[7-(cyclobutoxy)imidazo[1,2-a]pyridin-3-yl]-N-cyclopropyl-2-(difluoromethoxy)-6-methoxy-benzamide C1(CCC1)OC1=CC=2N(C=C1)C(=CN2)C2=CC(=C(C(=O)NC1CC1)C(=C2)OC)OC(F)F